CC1=CC=C(C=C1)S(=O)(=O)O.NC1=C2C(=NC=N1)N(N=C2C2=C(C(=C(C=C2)OC)F)F)[C@@H](C)C2=NC1=CC=CC=C1C(N2C2=CC=CC=C2)=O (S)-2-(1-(4-amino-3-(2,3-difluoro-4-methoxyphenyl)-1H-pyrazolo[3,4-D]pyrimidin-1-yl)ethyl)-3-phenylquinazolin-4(3H)-one p-toluenesulfonate